OC1=CC=C(C=NO)C=C1 p-hydroxybenzoaldoxime